COC(CCC#N)OC 4,4-dimethoxybutyronitrile